CC1=C(NC(=O)N=C1)OC O-4-methylthymine